6-chloro-4-((3-(5-(dimethylphosphoryl)-1-methyl-1H-pyrazol-3-yl)-5-fluoro-2-methoxyphenyl)amino)pyridazine-3-carboxamide ClC1=CC(=C(N=N1)C(=O)N)NC1=C(C(=CC(=C1)F)C1=NN(C(=C1)P(=O)(C)C)C)OC